NC=1C(=NN(C1C(=O)OCC)C)C1CCC(CC1)OC ethyl 4-amino-3-((1s,4s)-4-methoxycyclohexyl)-1-methyl-1H-pyrazole-5-carboxylate